[N-]=[N+]=[N-].C1(C=CC=C2C(C=CC=C12)=O)=O 5-naphthoquinone azide